2-(2,2-bis((9z,12z)-octadec-9,12-dien-1-yl)-1,3-dioxan-4-yl)-N,N-dimethylethylamine C(CCCCCCC\C=C/C\C=C/CCCCC)C1(OCCC(O1)CCN(C)C)CCCCCCCC\C=C/C\C=C/CCCCC